tert-butyl 3-[[4-(2,6-dioxo-3-piperidyl)-2,3-dihydro-1,4-benzoxazin-7-yl]amino]azetidine-1-carboxylate O=C1NC(CCC1N1CCOC2=C1C=CC(=C2)NC2CN(C2)C(=O)OC(C)(C)C)=O